FC(CNCC1(CC1)N(C(=O)C=1C=NN2C1CN(CC2)C(=O)C=2NC1=CC=CC=C1C2)C)F N-(1-{[(2,2-difluoroethyl)amino]methyl}cyclopropyl)-5-(1H-indole-2-carbonyl)-N-methyl-4H,5H,6H,7H-pyrazolo[1,5-a]pyrazine-3-carboxamide